3-((4-methoxyphenyl)sulfonyl)cyclobutanol COC1=CC=C(C=C1)S(=O)(=O)C1CC(C1)O